pyrazolo[1,5-a]pyridin-3-carbonitrile N1=CC(=C2N1C=CC=C2)C#N